6-[5-(6-methyl-2-pyridyl)-1H-imidazol-4-yl]-N-(4-piperidyl)quinolin-3-amine CC1=CC=CC(=N1)C1=C(N=CN1)C=1C=C2C=C(C=NC2=CC1)NC1CCNCC1